[C@@H]12N(C[C@@H](NC1)C2)C2=C1C=NN(C1=CC=C2NC(=O)C2=NN(C(C=C2)=O)C2=C(C=CC=C2F)F)C N-(4-((1S,4S)-2,5-diazabicyclo[2.2.1]heptan-2-yl)-1-methyl-1H-indazol-5-yl)-1-(2,6-difluorophenyl)-6-oxo-1,6-dihydropyridazine-3-carboxamide